2-(2-bromoacetamido)-N-methyl-3-phenylpropionamide BrCC(=O)NC(C(=O)NC)CC1=CC=CC=C1